C(#C)C1=CC=C(CN2CCN(CC2)C(=O)N2N=C(C=C2)C(=O)O)C=C1 1-(4-(4-ethynylbenzyl)piperazine-1-carbonyl)-1H-pyrazole-3-carboxylic acid